(S)-1-(m-chlorophenyl)-2-(tert-butylamino)-(2-2H)-propan-1-one ClC=1C=C(C=CC1)C([C@@](C)([2H])NC(C)(C)C)=O